ClC1=CC=CC=2N1N=C(C2)[C@H]2N(CCC1=C2N=CN1)C=1OC(=NN1)C(F)(F)F (S)-2-(4-(7-chloropyrazolo[1,5-a]pyridin-2-yl)-1,4,6,7-tetrahydro-5H-imidazo[4,5-c]pyridin-5-yl)-5-(trifluoromethyl)-1,3,4-oxadiazole